4-methylenedioxybenzenemethylamine C1OC2=CC=C(C=C2O1)CN